BrC1=CC=C(C=C1)[C@H](C)NC1=NC=CC(=N1)NS(=O)(=O)C1=CC=C(C=C1)[N+](=O)[O-] (S)-N-(2-((1-(4-bromophenyl)ethyl)amino)pyrimidin-4-yl)-4-nitrobenzenesulfonamide